CC1(CCC2=NN=C(N21)C2=CC=CC(=N2)N2CC=1C(=NC(=CC1C2=O)N(C)C(C)C)C(C)(C)NC([O-])=O)C (2-(2-(6-(5,5-dimethyl-6,7-dihydro-5H-pyrrolo[2,1-c][1,2,4]triazol-3-yl)pyridin-2-yl)-6-(isopropyl(methyl)amino)-1-oxo-2,3-dihydro-1H-pyrrolo[3,4-c]pyridin-4-yl)propan-2-yl)carbamate